C(C)(C)N1C(N(C=C1)C1=CC=C(C=C1)N1CCN(CC1)C1=CC=C(C=C1)B1OC(C(O1)(C)C)(C)C)=O 1-isopropyl-3-(4-(4-(4-(4,4,5,5-tetramethyl-1,3,2-dioxaborolan-2-yl)phenyl)piperazin-1-yl)phenyl)-1,3-dihydro-2H-imidazol-2-one